C(C1=CC=CC=C1)NC1=C(C=CC=C1)OC1=C(C=CC=C1)NCC1=CC=CC=C1 N-benzyl-ortho-aminophenylether